C12NCC(CC1NC=1C(N(C(=NN1)C1=C(C=C(C=C1)C(F)(F)F)O)C)=O)C2 6-(2-Azabicyclo[2.2.1]heptan-6-ylamino)-3-[2-hydroxy-4-(trifluoromethyl)phenyl]-4-methyl-1,2,4-triazin-5-on